FC1(C(C12CCN(CC2)C(=O)OC(C)(C)C)C(=O)OCC2=CC=CC=C2)F 1-benzyl 6-tert-butyl 2,2-difluoro-6-azaspiro[2.5]octane-1,6-dicarboxylate